NC=1C=C(C=CC1F)C=1N=C(SC1)N 4-(3-Amino-4-fluorophenyl)thiazol-2-amine